FC(F)C1=C(C(N(C=C1)C1=NC=C(C(=C1)C1=CC=NC=C1OC)C(=O)NC=1SC=2C=C(C=NC2N1)C)=O)F (difluoromethyl)-3-fluoro-5''-methoxy-N-(6-methylthiazolo[5,4]pyridin-2-yl)-2-oxo-2H-[1,2':4',4''-terpyridin]-5'-carboxamide